3-(4-(4-morpholino-7H-pyrrolo[2,3-d]pyrimidin-6-yl)phenyl)-7-(2-(morpholinomethyl)acryloyl)-1,3,7-triazaspiro[4.5]decane-2,4-dione O1CCN(CC1)C=1C2=C(N=CN1)NC(=C2)C2=CC=C(C=C2)N2C(NC1(C2=O)CN(CCC1)C(C(=C)CN1CCOCC1)=O)=O